ClC1=CC=C(C=C1)NC(CC)=O N-(4-chlorophenyl)-propionamide